C1(CCCCC1)C1=NC(=NN1C1=CC=C(C=C1)F)CN1CCC(CC1)(C)C 1-((5-cyclohexyl-1-(4-fluorophenyl)-1H-1,2,4-triazol-3-yl)methyl)-4,4-dimethylpiperidine